C(C)OP(=O)=C(O)C[N+](C)(C)C ethoxyphosphorylcholine